(3S,4S)-4-((S)-5H-imidazo[5,1-a]isoindol-5-yl)-1-(oxetan-3-yl)piperidin-3-ol C=1N=CN2C1C1=CC=CC=C1[C@@H]2[C@H]2[C@@H](CN(CC2)C2COC2)O